(5-((4,6-difluoro-1H-indol-5-yl)oxy)-2-fluorophenyl)methylamine FC1=C2C=CNC2=CC(=C1OC=1C=CC(=C(C1)CN)F)F